4-amino-7-cyclobutyl-N-(4-(methoxymethyl)phenyl)-7H-pyrrolo[2,3-d]pyrimidine-5-carboxamide NC=1C2=C(N=CN1)N(C=C2C(=O)NC2=CC=C(C=C2)COC)C2CCC2